C(C)S(=O)(=O)C[C@@H]1[C@H](N(C1)C=1N=CC(=C2C=C(N=CC12)NC1=NC(=NC=C1)N1C[C@@H]([C@@H](CC1)OC)O)C(C)C)C (3S,4R)-1-[4-({8-[(2R,3S)-3-[(ethanesulfonyl)meth-yl]-2-methylazetidin-1-yl]-5-(propan-2-yl)-2,7-naphthyridin-3-yl}amino)pyrimidin-2-yl]-4-methoxypiperidin-3-ol